FCCC=1C=NN(C1)C1(CN(C1)C=1C=2N(C=CC1)N=C(N2)NC=2C=NN(C2)CC(=O)N2CCN(CC2)C)CC#N 2-[3-[4-(2-fluoroethyl)pyrazol-1-yl]-1-[2-[[1-[2-(4-methylpiperazin-1-yl)-2-oxo-ethyl]pyrazol-4-yl]amino]-[1,2,4]triazolo[1,5-a]pyridin-8-yl]azetidin-3-yl]acetonitrile